3-(cyclobutyl-difluoromethyl)aniline C1(CCC1)C(C=1C=C(N)C=CC1)(F)F